O1[C@H](COCC1)COC1=NN=C(S1)NC(=O)C=1C=NC(=CC1C1=CC(=NC=C1OC(F)F)Cl)C (R)-N-(5-((1,4-dioxane-2-yl)methoxy)-1,3,4-thiadiazol-2-yl)-2'-chloro-5'-(difluoromethoxy)-6-methyl-(4,4'-bipyridine)-3-carboxamide